ClC1C(N(SC1Cl)CCCCCCCC)=O 4,5-dichloro-2-n-octylisothiazolin-3-one